N-(1-Adamantylmethyl)-6-[4-[3-[4-(3-hydroxyphenyl)pyrazol-1-yl]-5-(trifluoromethyl)benzoyl]piperazin-1-yl]pyridazine-3-carboxamide C12(CC3CC(CC(C1)C3)C2)CNC(=O)C=2N=NC(=CC2)N2CCN(CC2)C(C2=CC(=CC(=C2)C(F)(F)F)N2N=CC(=C2)C2=CC(=CC=C2)O)=O